12-octadecen-1-yl-1,3-dioxolan-4-ethylamine C(CCCCCCCCCCC=CCCCCC)C1OCC(O1)CCN